S(=O)(=O)(ON1[C@@H]2CC[C@H](N(C1=O)C2)SC(F)(F)F)[O-].[Na+] Sodium (2R,5R)-7-oxo-2-[(trifluoromethyl)sulfanyl]-1,6-diazabicyclo[3.2.1]octan-6-yl sulphate